3-methyl-1,2,3,4-tetrahydropyrimidine-2,4-dione CN1C(NC=CC1=O)=O